3-(4-(1H-pyrazol-4-yl)phenyl)-8-isobutyl-1-(3-methoxybenzyl)-1,3,8-triazaspiro[4.5]decan-2-one N1N=CC(=C1)C1=CC=C(C=C1)N1C(N(C2(C1)CCN(CC2)CC(C)C)CC2=CC(=CC=C2)OC)=O